5-(2-((2R,5S)-2-(4-fluorophenyl)-5-methyl-4-(1-methylcyclopropanecarbonyl)piperazin-1-yl)-2-oxoacetamido)-2-methoxynicotinamide FC1=CC=C(C=C1)[C@H]1N(C[C@@H](N(C1)C(=O)C1(CC1)C)C)C(C(=O)NC=1C=NC(=C(C(=O)N)C1)OC)=O